O[C@H]1[C@@H](O[C@@H]([C@H]1O)CO)N1C(N=C(C=C1)NO)=O 1-[(2R,3R,4S,5R)-3,4-dihydroxy-5-(hydroxymethyl)oxolan-2-yl]-4-(hydroxyamino)pyrimidin-2-one